1-(4-(6-bromopyridin-2-yl)phenyl)-3-tritylimidazolidin-2-one BrC1=CC=CC(=N1)C1=CC=C(C=C1)N1C(N(CC1)C(C1=CC=CC=C1)(C1=CC=CC=C1)C1=CC=CC=C1)=O